C(C)(C)(C)OC(=O)N1C[C@@H](N(C[C@H]1C)C1=C(C(N(C2=NC(=C(C=C12)F)Cl)C=1C(=NC=CC1C)C(C)C)=O)[N+](=O)[O-])C(=O)[O-] (3R,6R)-1-N-tert-butoxycarbonyl-4-(7-chloro-6-fluoro-1-(2-isopropyl-4-methylpyridin-3-yl)-3-nitro-2-oxo-1,2-dihydro-1,8-naphthyridin-4-yl)-6-methylpiperazine-3-carboxylate